7-bromo-N-tert-butyl-1-(3,5-dichlorophenyl)-6-methoxy-N-methyl-4H-indeno[1,2-c]pyrazole-3-carboxamide BrC1=C(C=C2CC3=C(N(N=C3C(=O)N(C)C(C)(C)C)C3=CC(=CC(=C3)Cl)Cl)C2=C1)OC